NC1=NC=2CCC(C(C2C=N1)=O)C1N2C(C3=CC=CC=C13)=CN=C2 2-amino-6-(5H-imidazo[5,1-a]isoindol-5-yl)-7,8-dihydroquinazolin-5(6H)-one